C1(CO1)CC(CCS(=O)(=O)O)C 3-[(epoxyethyl)methyl]butanesulfonic acid